CCC(C#C)O methylbut-3-yn-2-ol